5'-O-((2-cyanoethoxy)(5'-O-(4,4'-dimethoxytrityl)-thymidine-3'-yl)phosphorothioyl)-thymidine-3'-yl 2-((3,4,5-tris(octadecyloxy)benzoyl)oxy)acetate C(CCCCCCCCCCCCCCCCC)OC=1C=C(C(=O)OCC(=O)O[C@@]2(C[C@@H](O[C@@H]2COP(=S)([C@@]2(C[C@@H](O[C@@H]2COC(C2=CC=C(C=C2)OC)(C2=CC=C(C=C2)OC)C2=CC=CC=C2)N2C(=O)NC(=O)C(C)=C2)O)OCCC#N)N2C(=O)NC(=O)C(C)=C2)O)C=C(C1OCCCCCCCCCCCCCCCCCC)OCCCCCCCCCCCCCCCCCC